[C@@]12(COC[C@@H]2C1)C1=NC(=CC(=C1)C=1C=C(C=CC1C)NC(=O)N1C[C@@H](CC1)CC(F)(F)F)N[C@@H](CO)C (S)-N-(3-(2-((1S,5R)-3-oxabicyclo[3.1.0]hexan-1-yl)-6-(((R)-1-hydroxypropan-2-yl)amino)pyridin-4-yl)-4-methylphenyl)-3-(2,2,2-trifluoroethyl)pyrrolidine-1-carboxamide